C1(CC1)COC=1C(=CN(C(C1)=O)CS(=O)(=O)C)C1=CN(C(C2=CC=CC=C12)=O)C 4-[4-(cyclopropylmethoxy)-1-(methylsulfonylmethyl)-6-oxopyridin-3-yl]-2-methylisoquinolin-1-one